2'-(2-((5-(1-Ethylpiperidin-4-yl)pyridin-2-yl)amino)-5-fluoro-pyrimidin-4-yl)-5'-methylspiro[cyclopentane-1,6'-thieno[2,3-c]pyrrol]-4'(5'H)-one C(C)N1CCC(CC1)C=1C=CC(=NC1)NC1=NC=C(C(=N1)C1=CC2=C(C3(N(C2=O)C)CCCC3)S1)F